((4-((5-chloropyridin-2-yl)oxy)-3-methylphenyl)carbamoyl)-3-methoxycyclobutane-1-carboxamide ClC=1C=CC(=NC1)OC1=C(C=C(C=C1)NC(=O)C1(CC(C1)OC)C(=O)N)C